(S)-3-(2-(benzyloxy)-3-boronophenyl)-2-(((benzyloxy)carbonyl)amino)propanoic acid C(C1=CC=CC=C1)OC1=C(C=CC=C1B(O)O)C[C@@H](C(=O)O)NC(=O)OCC1=CC=CC=C1